C(C)(C)(C)OC(=O)NCCNC1=C(C=C(C(=C1)C)C)[N+](=O)[O-] N-[2-({[(tert-butyl)oxy]carbonyl}amino)ethyl]-4,5-dimethyl-2-nitroaniline